ClC1=C(C=C(C(=C1)Cl)OC)NC1=C(C=NC2=CC(=C(C=C12)OC)OCCCN1CCN(CC1)C(CCOC1=C2CN(C(C2=CC=C1)=O)C1C(NC(CC1)=O)=O)=O)C#N 4-((2,4-dichloro-5-methoxyphenyl)amino)-7-(3-(4-(3-((2-(2,6-dioxopiperidin-3-yl)-1-oxoisoindolin-4-yl)oxy)propanoyl)piperazin-1-yl)propoxy)-6-methoxyquinoline-3-carbonitrile